C(C=C)(=O)N1CC(CC1)OC=1N=C2C(=C(C=NC2=CC1F)C#N)NC1=C(C(=C(C=C1)OC(F)F)Cl)F 6-((1-acryloylpyrrolidin-3-yl)oxy)-4-((3-chloro-4-(difluoromethoxy)-2-fluorophenyl)amino)-7-fluoro-1,5-naphthyridine-3-carbonitrile